3,5-difluoro-4-hydroxy-N-({(1r,4r)-4-[6-(5-methoxypyrimidin-2-yl)-2H-indazol-2-yl]cyclohexyl}methyl)benzamide FC=1C=C(C(=O)NCC2CCC(CC2)N2N=C3C=C(C=CC3=C2)C2=NC=C(C=N2)OC)C=C(C1O)F